C1(CC1)C(C(=O)N1[C@@H](C[C@H](C1)F)C(=O)N[C@H](C1=CC=C(C=C1)C(C)C)C1=CC=CC=C1)=O (2S,4R)-1-(2-cyclopropyl-2-oxoacetyl)-4-fluoro-N-[(S)-phenyl[4-(propan-2-yl)phenyl]methyl]pyrrolidine-2-carboxamide